Cl.N[C@H](C(=O)O)CCN(CCCCC1=NC=2NCCCC2C=C1)CCOCC (S)-2-amino-4-((2-ethoxyethyl)(4-(5,6,7,8-tetrahydro-1,8-naphthyridin-2-yl)butyl)amino)butanoic acid hydrochloride